BrC1=C(C=C2C(=NC(=NC2=C1F)OC[C@]12CCCN2C[C@@H](C1)F)N1CC(CCC1)CCNC(OC(C)(C)C)=O)Cl tert-butyl (2-(1-(7-bromo-6-chloro-8-fluoro-2-(((2R,7aS)-2-fluorotetrahydro-1H-pyrrolizin-7a(5H)-yl)methoxy)quinazolin-4-yl)piperidin-3-yl)ethyl)carbamate